COCC1=C(OC=2C=CC(=C(C2)CCO)N2C[C@H](CC2)OC2=NC=CC=C2)C=CC=C1 (S)-2-(5-(2-(methoxymethyl)phenoxy)-2-(3-(pyridin-2-yloxy)pyrrolidin-1-yl)phenyl)ethanol